2-(difluoromethyl)-5-ethyl-4-methyl-phenylacetic acid FC(C1=C(C=C(C(=C1)C)CC)CC(=O)O)F